(S)-N-((R and S)-(3-chloro-2,4-difluorophenyl)(6-(2,2,2-trifluoroethoxy)pyridin-3-yl)methyl)-2-oxoimidazolidine-4-carboxamide ClC=1C(=C(C=CC1F)[C@H](NC(=O)[C@H]1NC(NC1)=O)C=1C=NC(=CC1)OCC(F)(F)F)F |&1:8|